(1-(5-chloro-8-hydroxyquinolin-7-yl)butyl)butyramide ClC1=C2C=CC=NC2=C(C(=C1)C(CCC)C(C(=O)N)CC)O